O[C@@H]1[C@H](CC1)NC(C1=NC(=C(C(=C1)CC1=CC=C(C=C1)C1=NN(C=C1)C)C)C1=NN(C=C1)C)=O N-((1S,2S)-2-hydroxycyclobutyl)-5-methyl-6-(1-methyl-1H-pyrazol-3-yl)-4-(4-(1-methyl-1H-pyrazol-3-yl)benzyl)picolinamide